2-(1-Methyl-1H-pyrazol-4-yl)-N-[(2S)-3,3,3-trifluoro-2-hydroxypropyl]-6-[4-(trifluoromethoxy)phenyl]pyrimidin CN1N=CC(=C1)C1N(C(=CC=N1)C1=CC=C(C=C1)OC(F)(F)F)C[C@@H](C(F)(F)F)O